tris(isopropoxy) phosphate P(=O)(OOC(C)C)(OOC(C)C)OOC(C)C